O1C(CCC1)COC1=NC(=CC(=N1)N1[C@H]2[C@@H](CC1)OCC2)C=2SC=C(N2)C=2C=C(C=CC2)C (3aR,6aR)-4-(2-((tetrahydrofuran-2-yl)methoxy)-6-(4-(m-tolyl)thiazol-2-yl)pyrimidin-4-yl)hexahydro-2H-furo[3,2-b]pyrrole